CC1(OB(OC1(C)C)C1=CC=2C3(C4=CC=CC=C4C2C(=C1)C#N)CCCCC3)C 2'-(4,4,5,5-tetramethyl-1,3,2-dioxaborolan-2-yl)spiro[cyclohexane-1,9'-fluorene]-4'-carbonitrile